C(C)(C)(C)C=1C2=C(C(=C(C3=CC=C4C=CC=C(C1)C4=C32)C3=CC=C(C=C3)OC)O)C3=CC=C(C=C3)OC tert-butyl-1,3-bis-(4-methoxyphenyl)-2-hydroxypyrene